BrC=1SN=C2C1N=CN(C2=O)CC2(CCNCC2)O 3-bromo-6-((4-hydroxypiperidin-4-yl)methyl)isothiazolo[4,3-d]pyrimidin-7(6H)-one